(S)-N-((3-(4-(4-(1,1-dioxidothietan-3-yl)piperidin-1-yl)-3-fluorophenyl)-2-oxooxazolidin-5-yl)methyl)acetamide O=S1(CC(C1)C1CCN(CC1)C1=C(C=C(C=C1)N1C(O[C@H](C1)CNC(C)=O)=O)F)=O